C1(=CCCCC1)CCN 2-(cyclohexenyl)ethylamine